3-azaspiro[5.5]undecane-9-carbaldehyde trifluoroacetate FC(C(=O)O)(F)F.C1CNCCC12CCC(CC2)C=O